[I-].ClC1=CC(=[N+](C=C1)C)C1=CC=C(C=C1)OCCCCCC 4-chloro-1-methyl-2-(4-(hexyloxy)phenyl)pyridinium iodide